COC(=O)C1([NH+](C=C(C=C1)C(=O)OC)[O-])C(=O)O 2,5-bis(methoxycarbonyl)picolinic acid 1-oxide